1-(4-methoxybenzyl)-1-(3-(pyrrolidin-1-yl)benzyl)urea COC1=CC=C(CN(C(=O)N)CC2=CC(=CC=C2)N2CCCC2)C=C1